5-(4-(4-cyanophenyl)piperidine-1-carbonyl)-N-(6-((2-hydroxyethyl)(methyl)amino)pyridin-3-yl)-2-methylbenzamide C(#N)C1=CC=C(C=C1)C1CCN(CC1)C(=O)C=1C=CC(=C(C(=O)NC=2C=NC(=CC2)N(C)CCO)C1)C